ClC=1C(=C(C=CC1F)[C@H](NC(=O)N1CC(NCC1)=O)C=1C=NC(=CC1)OCC(F)(F)F)F |o1:8| N-((R or S)-(3-chloro-2,4-difluorophenyl)(6-(2,2,2-trifluoroethoxy)pyridin-3-yl)methyl)-3-oxopiperazine-1-carboxamide